N-((5-(5-(difluoromethyl)-1,3,4-oxadiazol-2-yl)pyridin-2-yl)methyl)-N-(3-fluorophenyl)thiomorpholine-4-carboxamide 1,1-dioxide FC(C1=NN=C(O1)C=1C=CC(=NC1)CN(C(=O)N1CCS(CC1)(=O)=O)C1=CC(=CC=C1)F)F